6-(7-chloro-3-(2,6-dichloro-3,5-dimethoxyphenyl)-2,6-naphthyridin-1-yl)-1-oxa-6-azaspiro[3.3]heptane ClC1=NC=C2C=C(N=C(C2=C1)N1CC2(CCO2)C1)C1=C(C(=CC(=C1Cl)OC)OC)Cl